2-(2-ethyl-3-benzofuranyl)-propionitrile C(C)C=1OC2=C(C1C(C#N)C)C=CC=C2